6-(6-methylpyridin-2-yl)-N-{1H-pyrrolo[2,3-b]pyridin-4-yl}-2H,3H,4H-pyrido[3,2-b][1,4]oxazin-8-amine CC1=CC=CC(=N1)C=1C=C(C=2OCCNC2N1)NC1=C2C(=NC=C1)NC=C2